[Si](C1=CC=CC=C1)(C1=CC=CC=C1)(C(C)(C)C)OCC\C=C/C\C=C/CCCO (4Z,7Z)-10-((Tert-butyldiphenylsilyl)oxy)deca-4,7-dien-1-ol